NC1=NC=CC(=N1)COC1=CC=C(C=C1)C(C)(C)C1=CC=C(OCCCNC=2C=C3C(N(C(C3=CC2)=O)C2C(NC(CC2)=O)=O)=O)C=C1 5-((3-(4-(2-(4-((2-aminopyrimidin-4-yl)methoxy)phenyl)propan-2-yl)phenoxy)propyl)amino)-2-(2,6-dioxopiperidin-3-yl)isoindolin-1,3-dione